C(C)(=O)C=1C(OC2=C(C1N1CCOCC1)C=CC(=C2)NC2=NC=NC(=C2)C2=C(C=CC=C2)C(F)(F)F)=O 3-acetyl-7-{[6-(2-trifluoromethylphenyl)pyrimidin-4-yl]amino}-4-morpholinyl-2H-benzopyran-2-one